ClC1=CC=C(C=C1)NC(CC(CO)N1CCN(CC1)C1=CC=C(C=C1)OC(F)(F)F)=O N-(4-chlorophenyl)-4-hydroxy-3-{4-[4-(trifluoromethoxy)phenyl]piperazin-1-yl}butanamide